N-methoxyl-N-methylcyclopropanecarboxamide-14C O(C)N([14C](=O)C1CC1)C